FC(C1=CC=2N(C3=CC=CC=C3SC2C=C1)CCCCOC1=CC=C2CCC(NC2=C1)=O)(F)F 7-(4-(2-(trifluoromethyl)-10H-phenothiazin-10-yl)butoxy)-3,4-dihydroquinolin-2(1H)-one